2-methyl-3-(3-vinylphenyl)-5,6-dihydro-2H-2,6-methanobenzo[g][1,3,5]oxadiazocine-4(3H)-One CC12OC3=C(C(NC(N1C1=CC(=CC=C1)C=C)=O)C2)C=CC=C3